Di-Sec-butyl Ether C(C)(CC)OC(C)CC